C1(=CC=CC=C1)SCCC[Si](OC)(OC)OC 3-(phenyl-sulfydryl)propyl-trimethoxysilane